(3S,4R)-3-[(1R)-(tert-butyldimethylsilyloxy)ethyl]-4-[(2R)-tetrahydrofuranylthio]azetidin-2-one [Si](C)(C)(C(C)(C)C)OCC[C@H]1C(N[C@@H]1S[C@H]1OCCC1)=O